3,3'-di(methoxycarbonyl)-4,4'-di(T-butylperoxycarbonyl)benzophenone COC(=O)C=1C=C(C(=O)C2=CC(=C(C=C2)C(=O)OOC(C)(C)C)C(=O)OC)C=CC1C(=O)OOC(C)(C)C